2-methyl-5-(prop-1-en-2-yl)benzo[d]thiazole CC=1SC2=C(N1)C=C(C=C2)C(=C)C